P(O)(OCCC(=O)N1C=C(C2=CC(=CC=C12)Br)/C(=C/C1=C(C=CC(=C1)C#N)OC)/C#N)=O.[Na] sodium hydrogen (Z)-3-(5-bromo-3-(1-cyano-2-(5-cyano-2-methoxyphenyl) vinyl)-1H-indol-1-yl)-3-oxopropyl phosphonate